2-((1RS,4RS,5SR)-5-((5-cyclopropyl-3-(2,6-dichlorophenyl)isoxazol-4-yl)methoxy)-2-azabicyclo[2.2.1]heptan-2-yl)benzo[d]thiazole-6-carboxylic acid C1(CC1)C1=C(C(=NO1)C1=C(C=CC=C1Cl)Cl)CO[C@@H]1[C@H]2CN([C@@H](C1)C2)C=2SC1=C(N2)C=CC(=C1)C(=O)O |r|